C1(CCCCC1)[Si]C(OC)OC cyclohexyldimethoxymethylsilicon